tridecanyl-methyldiethoxysilane Methyl-2-(((4-methoxy-3,5-dimethylpyridin-2-yl)methyl)amino)-1-(3-methoxypropyl)-1H-benzo[d]imidazole-5-carboxylate COC(=O)C1=CC2=C(N(C(=N2)NCC2=NC=C(C(=C2C)OC)C)CCCOC)C=C1.C(CCCCCCCCCCCC)[Si](OCC)(OCC)C